C1(CC1)C=1N=NN(C1)[C@H](C(=O)N1[C@@H](C[C@H](C1)O)C(=O)NCC1=CC=C(C=C1)C1=C(N=CS1)C)C(C)(C1=CC=CC=C1)C (2S,4R)-1-((S)-2-(4-cyclopropyl-1H-1,2,3-triazol-1-yl)-3-methyl-3-phenylbutyryl)-4-hydroxy-N-(4-(4-methylthiazol-5-yl)benzyl)pyrrolidine-2-carboxamide